4-(dibenzothiophen-2-yl)-N-phenylaniline C1=C(C=CC=2SC3=C(C21)C=CC=C3)C3=CC=C(NC2=CC=CC=C2)C=C3